[Li].N1C(CCC1)=O 2-pyrrolidone lithium salt